CC1=C(C=CC(=C1)C)C(=O)OOC(C1=C(C=C(C=C1)C)C)=O (2,4-Dimethylbenzoyl) 2,4-dimethylbenzenecarboperoxoate